[Ga].[In].[Zn].C1(=NC=CC2=C1NC1=CC=CC=C21)[C@@H](CCCC)NC(C)=O (R)-N-(1-(9H-pyrido[3,4-b]indol-1-yl)pentyl)acetamide zinc-indium-gallium